C(CCCCCCCCCCCCCCCCCCCCCCC)(=O)OCCCCCCCCCCCCCCCCCCCCCCCC n-tetracosyl tetracosanoate